(S)-2-((2-((4-cyano-2-fluorobenzyl)oxy)-9,10-dihydro-1,8-phenanthrolin-8(7H)-yl)methyl)-1-((oxetan-2-yl)methyl)-1H-benzo[d]imidazole-6-carboxylic acid methyl ester COC(=O)C=1C=CC2=C(N(C(=N2)CN2CC3=CC=C4C=CC(=NC4=C3CC2)OCC2=C(C=C(C=C2)C#N)F)C[C@H]2OCC2)C1